CC(COC1=C(C(=O)O)C=CC=C1)COC(C=C)=O (2-methyl-3-acryloxypropoxy)benzoic acid